C[C@@H]1N(CC[C@H](C1)CC1=CC=2N(C=C1)N=CC2N2C(NC(CC2)=O)=O)CCC2CCOCC2 1-(5-(((2S,4R)-2-methyl-1-(2-(tetrahydro-2H-pyran-4-yl)ethyl)piperidin-4-yl)methyl)pyrazolo[1,5-a]pyridin-3-yl)dihydropyrimidine-2,4(1H,3H)-dione